2-(1H-indole-4-yl)-4-morpholinyl-5,6,7,8-tetrahydropyrido[3,4-d]pyrimidin N1C=CC2=C(C=CC=C12)C=1N=C(C2=C(N1)CNCC2)N2CCOCC2